COC=1C=C(C=CC1OC)C=1NC(C2=C(N1)C(=NN2C)CCC)=O 5-(3,4-dimethoxyphenyl)-1-methyl-3-propyl-1,6-dihydro-7H-pyrazolo[4,3-d]pyrimidin-7-one